C(C)OC1=CC=C(C=C1)N1C[C@H]2NC(C[C@@H]1C1(CCCCC1)C2)=O (1S,5R)-9-(4-ethoxyphenyl)-2,9-diazaspiro[bicyclo[3.2.2]nonan-6,1'-cyclohexane]-3-one